BrC1=C2CN(CC2=CC(=C1)OC)C1CC1 4-bromo-2-cyclopropyl-6-methoxyisoindoline